copper zinc tin [Sn].[Zn].[Cu]